3-methyl-6-(3-methylbenzyl)-5-((2-(pyrrolidin-1-yl)ethyl)amino)pyrazine-2-carboxylic acid methyl ester COC(=O)C1=NC(=C(N=C1C)NCCN1CCCC1)CC1=CC(=CC=C1)C